4,7-dimethoxy-phenanthroline COC1=CC=NC2=C3N=CC=C(C3=CC=C12)OC